S(=O)(=O)(O)C1=CC=C(C=C1)C(C(=O)O)=C 4-sulfophenylacrylic acid